CSC1=NN=C(O1)C(CC(=O)O)CC=1OC(=NN1)SC 3,4-bis(5-methylsulfanyl-2-1,3,4-oxadiazolyl)butanoic acid